4-(difluoromethyl)-N-[4-fluoro-5-[2-(morpholin-4-ylmethyl)-1,3-thiazol-4-yl]-2-[rac-(3R,5S)-3,4,5-trimethylpiperazin-1-yl]phenyl]-1-methyl-6-oxopyridine-3-carboxamide FC(C=1C(=CN(C(C1)=O)C)C(=O)NC1=C(C=C(C(=C1)C=1N=C(SC1)CN1CCOCC1)F)N1C[C@H](N([C@H](C1)C)C)C)F |r|